2-methyl-1-(4-(6-(trifluoromethyl)pyridine-2-yl)-6-(2-(trifluoromethyl)pyridine-4-ylamino)-1,3,5-triazin-2-yl-amino)propan-2-ol CC(CNC1=NC(=NC(=N1)C1=NC(=CC=C1)C(F)(F)F)NC1=CC(=NC=C1)C(F)(F)F)(C)O